BrC1=NC=C(C=C1SCCC=C)Cl 2-bromo-3-(but-3-en-1-ylsulfanyl)-5-chloropyridine